FC(S(=O)(=O)OC=1N=C2C(=NC1C#CC1CC1)N(C(=C2C(N)=O)N)C2=C(C(=CC=C2C)OC)C)(F)F [6-amino-7-carbamoyl-3-(2-cyclopropylethynyl)-5-(3-methoxy-2,6-dimethyl-phenyl)pyrrolo[2,3-b]pyrazin-2-yl] trifluoromethanesulfonate